3,4-dihydro-1(2H)-isoquinolone-6-boronic acid pinacol ester C1(NCCC2=CC(=CC=C12)B1OC(C)(C)C(C)(C)O1)=O